C1(CC1)S(=O)(=O)N1C[C@H]([C@@H](CC1)NC1=NN2C(C=N1)=C(C=C2C2=C(C=C(C(=C2)C(F)F)F)F)F)O (3R,4R)-1-(cyclopropylsulfonyl)-4-((7-(5-(difluoromethyl)-2,4-difluorophenyl)-5-fluoropyrrolo[2,1-f][1,2,4]triazin-2-yl)amino)piperidin-3-ol